(S)-2-(tert-butoxycarbonylamino)-3-methylbutyric acid C(C)(C)(C)OC(=O)N[C@H](C(=O)O)C(C)C